5-(4-methoxyphenyl)-1,3,4-oxadiazole COC1=CC=C(C=C1)C1=NN=CO1